N1(N=CC=C1)C1CN(CCC1)C1=NC(=NC=C1)C1=CN=C2N1C=C(N=C2)C(F)(F)F 3-(4-(3-(1H-Pyrazol-1-yl)piperidin-1-yl)pyrimidin-2-yl)-6-(trifluoromethyl)imidazo[1,2-a]pyrazine